tert-butyl ((5-(4-(chloromethyl)-6-hydroxypyrimidin-2-yl)-1H-pyrrolo[3,2-b]pyridin-2-yl)methyl)(methyl)carbamate ClCC1=NC(=NC(=C1)O)C1=CC=C2C(=N1)C=C(N2)CN(C(OC(C)(C)C)=O)C